COC=1C=2N(C=C(C1)C1=C(C(=NN1)C=1SC(=C(N1)C)C1CCN(CC1)C)CC(F)(F)F)N=CN2 2-(5-(8-methoxy-[1,2,4]triazolo[1,5-a]pyridin-6-yl)-4-(2,2,2-trifluoroethyl)-1H-pyrazol-3-yl)-4-methyl-5-(1-methylpiperidin-4-yl)thiazole